[Si](C)(C)(C(C)(C)C)OC=1C=C(C(=NC1)F)CO (5-((tert-butyldimethylsilyl)oxy)-2-fluoropyridin-3-yl)methanol